N-(Cis-4-(2-(4-(2,3-dichlorophenyl)piperazin-1-yl)ethyl)-4-fluorocyclohexyl)furan-2-carboxamide ClC1=C(C=CC=C1Cl)N1CCN(CC1)CCC1(CCC(CC1)NC(=O)C=1OC=CC1)F